CC(C/C=C/C(=O)OCC)(C)C ethyl (E)-5,5-dimethylhex-2-enoate